Diiso-propyltrimethyldiethylentriamin C(C)(C)C(C(N(C)C)(C)C(C)C)NCCN